ClC1=C(C=C2C(=C(N(C2=C1F)C)C=1NC(=NN1)C(CO)(F)F)N1C=NC=C1)OC 2-(5-(6-chloro-7-fluoro-3-(1H-imidazol-1-yl)-5-methoxy-1-methyl-1H-indol-2-yl)-4H-1,2,4-triazol-3-yl)-2,2-difluoroethan-1-ol